N1(CCC1)C(=O)C1CCN(CC1)C1=CC=C(C=N1)C=1C=CC=2N(C1)C(=C(N2)CC)N(C=2SC(=C(N2)C2=CC=C(C=C2)F)C#N)C 2-((6-(6-(4-(azetidine-1-carbonyl)piperidin-1-yl)pyridin-3-yl)-2-ethylimidazo[1,2-a]pyridin-3-yl)(methyl)amino)-4-(4-fluorophenyl)thiazole-5-carbonitrile